13-tert-Butyl-12-(o-tolyl)-8,8-dioxo-15-oxa-8λ6-thia-1,9,11,25-tetrazapentacyclo[14.7.1.13,7.110,14.017,22]hexacosa-3,5,7(26),10(25),11,13,17(22),18,20-nonaen-2-one C(C)(C)(C)C=1C(=NC=2NS(C=3C=CC=C(C(N4CC=5C=CC=CC5C(OC1N2)C4)=O)C3)(=O)=O)C3=C(C=CC=C3)C